4-((6-(4-hydroxyphenyl)-1-(tetrahydro-2H-pyran-2-yl)-1H-indazol-4-yl)methyl)piperidine-1-carboxylic acid tert-butyl ester C(C)(C)(C)OC(=O)N1CCC(CC1)CC1=C2C=NN(C2=CC(=C1)C1=CC=C(C=C1)O)C1OCCCC1